Methyl (7-(butylamino)-1H-pyrazolo[4,3-d]pyrimidin-5-yl)carbamate C(CCC)NC=1C2=C(N=C(N1)NC(OC)=O)C=NN2